4,4'-dihydroxyl-bicyclohexane tert-butyl-N-[[6-(4,4,5,5-tetramethyl-1,3,2-dioxaborolan-2-yl)-3-isoquinolyl]methyl]carbamate C(C)(C)(C)OC(NCC=1N=CC2=CC=C(C=C2C1)B1OC(C(O1)(C)C)(C)C)=O.OC1CCC(CC1)C1CCC(CC1)O